ClC=1C(=NC(=NC1)NC1CCOCC1)C1=CC(=C2CN(C(C2=C1)=O)CC(=O)N[C@H]([C@H](C)O)C1=CC=CC=C1)F 2-(6-{5-chloro-2-[(oxacyclohex-4-yl)amino]pyrimidin-4-yl}-4-fluoro-1-oxo-2,3-dihydro-1H-isoindol-2-yl)-N-[(1S,2S)-2-hydroxy-1-phenylpropyl]acetamide